N,N-diisooctylethanolamine C(CCCCC(C)C)N(CCO)CCCCCC(C)C